C1(CC1)C(=O)NC1=CC(=C(N=N1)C(=O)NC([2H])([2H])[2H])NC1=CC=CC=2C3=C(CN(C12)C)C=NC=N3 6-(cyclopropanecarboxamido)-N-(methyl-d3)-4-((6-methyl-5,6-dihydropyrimido[5,4-c]quinolin-7-yl)amino)pyridazine-3-carboxamide